C1=CC=CC=2C3=CC=CC=C3C(C12)(C1=CC=C(C=C1)OC(C(C)O)SC1=CC=CC=C1)C1=CC=C(C=C1)OC(C(C)O)SC1=CC=CC=C1 3'-(((9H-Fluorene-9,9-diyl)bis(4,1-phenylene))bis(oxy))bis(1-(phenylthio)propan-2-ol)